6-isopropyl-5-(1-methyl-1H-pyrrolo[2,3-b]pyridin-3-yl)-2-(1-(oxetan-3-yl)piperidin-4-yl)-4H-pyrrolo[3,2-d]thiazole C(C)(C)C1=C(NC2=C1N=C(S2)C2CCN(CC2)C2COC2)C2=CN(C1=NC=CC=C12)C